C1(=CC=CC2=CC=CC=C12)NC(N)=S 3-(naphthalen-1-yl)thiourea